OC=1C=2C(N(C(C1)=O)CC1=CC=C(C=C1)OC)=CN(N2)C2OCCCC2 C7-hydroxy-4-(4-methoxybenzyl)-2-(tetrahydro-2H-pyran-2-yl)-2,4-dihydro-5H-pyrazolo[4,3-b]pyridin-5-one